CC1(CCOC2=C(N=CC(=C21)CN2C[C@H](NCC2)C2=C(C=CC=C2)C)N2CCOCC2)C 4-(4,4-dimethyl-5-{[(3R)-3-(2-methylphenyl)piperazin-1-yl]methyl}-2H,3H-pyrano[2,3-c]pyridin-8-yl)morpholine